C(C)[C@@H]1N(C[C@H](N(C1)C(C)C1=C(C=C(C=C1)C(F)(F)F)F)CC)C=1C2=C(N(C(N1)=O)C)C=CC(=N2)C#N 4-((2S,5R)-2,5-diethyl-4-(1-(2-fluoro-4-(trifluoromethyl)phenyl)ethyl)piperazin-1-yl)-1-methyl-2-oxo-1,2-dihydropyrido[3,2-d]pyrimidine-6-carbonitrile